C1(CC1)[C@@H](C(F)(F)F)NC(=O)C1=CN(C2=NC(=C(C=C2C1=O)F)ON1N=NC2=NC=CC=C21)C2=C(C=C(C=C2F)F)F N-[(1S)-1-cyclopropyl-2,2,2-trifluoroethyl]-6-fluoro-4-oxo-7-(1H-[1,2,3]triazolo[4,5-b]pyridin-1-yloxy)-1-(2,4,6-trifluorophenyl)-1,4-dihydro-1,8-naphthyridine-3-carboxamide